C(C)(C)(C)C=1C=CC(=CC1O)C 6-tertiary butyl-meta-cresol